2-[4-[7-benzyl-2-[2-(dimethyl-amino)ethoxy]-6,8-dihydro-5H-pyrido[3,4-d]pyrimidin-4-yl]piperazin-2-yl]ethanol C(C1=CC=CC=C1)N1CC=2N=C(N=C(C2CC1)N1CC(NCC1)CCO)OCCN(C)C